C(CCC)C1(C=C)CC=C(C=C1)CCCC p-di(n-butyl)styrene